2-mercapto-5-Nitropyridine SC1=NC=C(C=C1)[N+](=O)[O-]